NC1=NC=2C=CC(=CC2C2=C1COC2)C(=O)N(CC(C)C)CC=2N=NC(=CC2)OCC 4-amino-N-((6-ethoxy-3-pyridazinyl)methyl)-N-(2-methylpropyl)-1,3-dihydrofuro[3,4-c]quinoline-8-carboxamide